(S,E)-1-amino-2-(1-(but-2-enoyl)pyrrolidin-2-yl)-4-(4-((4-methyl-pyridin-2-yl)carbamoyl)phenyl)-1H-imidazole-5-carboxamide NN1C(=NC(=C1C(=O)N)C1=CC=C(C=C1)C(NC1=NC=CC(=C1)C)=O)[C@H]1N(CCC1)C(\C=C\C)=O